1-(3-(3-Acetamidophenyl)-1,2,4-oxadiazol-5-yl)-N-((1-(4-methylbenzyl)pyrrolidin-3-yl)methyl)piperidine-4-carboxamide formate C(=O)O.C(C)(=O)NC=1C=C(C=CC1)C1=NOC(=N1)N1CCC(CC1)C(=O)NCC1CN(CC1)CC1=CC=C(C=C1)C